(1-hydroxy-1-methyl-propyl) pyrimidine-2-carboxylate N1=C(N=CC=C1)C(=O)OC(CC)(C)O